O1C(=CC=C1)C=1C=2N(C=C(N1)NC(OCC)=O)C=C(N2)C ethyl N-[8-(furan-2-yl)-2-methylimidazo[1,2-a]pyrazin-6-yl]carbamate